NC1CCN(CC1)C1=C(C=NC2=CC=C(C=C12)C=1C(=C(C#N)C=C(C1F)Cl)O)C1=CC(=CC(=C1)F)F 3-[4-(4-Aminopiperidin-1-yl)-3-(3,5-difluorophenyl)quinolin-6-yl]-5-chloro-4-fluoro-2-hydroxybenzonitrile